ethyl 6-chloro-7-[(2R)-2-{[(3-chloropyridin-2-yl) oxy] methyl} pyrrolidin-1-yl]-4-oxo-1-{4h,6h,7h-pyrazolo[3,2-c][1,4]oxazin-2-yl}-1,4-dihydroquinoline-3-carboxylate ClC=1C=C2C(C(=CN(C2=CC1N1[C@H](CCC1)COC1=NC=CC=C1Cl)C=1C=C2COCCN2N1)C(=O)OCC)=O